3-(5-(((1S,2S)-2-(3-(1-meth-ylpiperidin-4-yl)azetidin-1-yl)cyclohexyl)oxy)-1-oxo-isoindolin-2-yl)piperidine-2,6-dione CN1CCC(CC1)C1CN(C1)[C@@H]1[C@H](CCCC1)OC=1C=C2CN(C(C2=CC1)=O)C1C(NC(CC1)=O)=O